7-hydroxy-2,5-dimethoxy-6-methylflavane OC1=C(C(=C2CCC(OC2=C1)(C1=CC=CC=C1)OC)OC)C